(1S,2S)-2-(3-chlorophenyl)-N-(6-(((6-cyclopropyl-8-((R)-3-(dimethylamino)pyrrolidin-1-yl)imidazo[1,2-a]pyridin-2-yl)methyl)amino)pyrimidin-4-yl)cyclopropane-1-carboxamide ClC=1C=C(C=CC1)[C@@H]1[C@H](C1)C(=O)NC1=NC=NC(=C1)NCC=1N=C2N(C=C(C=C2N2C[C@@H](CC2)N(C)C)C2CC2)C1